ClC1=CC(=C2C=NNC2=C1)C1(C[C@@H]2[C@@H](CN(C2)C(=O)C2CCOCC2)C1)O ((3aR,5r,6aS)-5-(6-chloro-1H-indazol-4-yl)-5-hydroxyhexahydrocyclopenta[c]pyrrol-2(1H)-yl)(tetrahydro-2H-pyran-4-yl)methanone